8-fluoro-quinolin FC=1C=CC=C2C=CC=NC12